N1CC(C1)CN1CCOCC1 4-(azetidin-3-ylmethyl)morpholine